N-(3-((6,7-dimethoxyquinazolin-4-yl)oxy)propyl)sulfamide COC=1C=C2C(=NC=NC2=CC1OC)OCCCNS(=O)(=O)N